C1(CC1)CS(=O)(=O)C1=CC=C(C=C1)C(CO)C1=NC2=C(N1)C=C(C(=C2Cl)C2=C(C=CC=C2)OC(F)F)Cl 2-(4-((cyclopropylmethyl)sulfonyl)phenyl)-2-(4,6-dichloro-5-(2-(difluoromethoxy)phenyl)-1H-benzo[d]imidazol-2-yl)ethanol